1-(5-fluoro-1H-pyrrolo[2,3-b]pyridin-4-yl)ethan-1-ol nitronium hexafluoroantimonate F[Sb-](F)(F)(F)(F)F.O=[N+]=O.FC=1C(=C2C(=NC1)NC=C2)C(C)O